NCC(=O)OCC(C)([C@H]1OC(CCC(SCCNC(CCNC1=O)=O)=O)=O)C (R)-2-methyl-2-(3,7,12,15-tetraoxo-1-oxa-11-thia-4,8-diazacyclopentadecan-2-yl)propyl glycinate